2-(2-amino-6-((4-(aminomethyl)benzyl)amino)-9H-purin-9-yl)-N-(1-ethyl-3-methyl-1H-pyrazol-5-yl)acetamide NC1=NC(=C2N=CN(C2=N1)CC(=O)NC1=CC(=NN1CC)C)NCC1=CC=C(C=C1)CN